C(N)(OCCCCCCCCCCCCCCCCCCCC)=O n-eicosyl carbamate